(phenyl-d5)benzoselenophenyl-benzene-d C1(=C(C(=C(C(=C1[2H])[2H])[2H])[2H])[2H])C=1C(=C(C=CC1)[2H])C=1[Se]C2=C(C1)C=CC=C2